6-(tert-butoxy)-hexylmethyl-(2,3,4,5-tetramethylcyclopentadienyl)silane tert-butyl-2,2'-(hexane-1,6-diylbis(oxy))diacetate C(C)(C)(C)OC(COCCCCCCOCC(=O)O)=O.C(C)(C)(C)OCCCCCC[SiH](C1C(=C(C(=C1C)C)C)C)C